C12NC(C(C=C1)C2)=O 2-azabicyclo(2.2.1)hept-5-en-3-one